di-phenylpropylbis(propoxymethyl)silane C1(=CC=CC=C1)C(CC[SiH](COCCC)COCCC)C1=CC=CC=C1